C(C)OC(CNC1=C(C(=C(C=C1)Br)Cl)[N+](=O)[O-])=O 2-[(4-bromo-3-chloro-2-nitrophenyl)amino]acetic acid ethyl ester